(S)-5-(4-amino-3-((1-ethoxypropan-2-yl)amino)phenyl)-1,3-dimethylpyridin-2(1H)-one NC1=C(C=C(C=C1)C=1C=C(C(N(C1)C)=O)C)N[C@H](COCC)C